3-hydroxy-4-(p-toluylamino)butanoylhydrazine OC(CC(=O)NN)CNC1=CC=C(C=C1)C